OC=1C=NC(=C(C(=O)OCC)C1)C ethyl 5-hydroxy-2-methylnicotinate